3,3,5-trimethylmorpholine hydrochloride Cl.CC1(NC(COC1)C)C